(R)-2-((1-(3-(Difluoromethyl)-6-fluoro-4-oxo-2-(tetrahydro-2H-pyran-4-yl)-3,4-dihydroquinazolin-8-yl)ethyl)amino)-4-fluorobenzoic acid FC(N1C(=NC2=C(C=C(C=C2C1=O)F)[C@@H](C)NC1=C(C(=O)O)C=CC(=C1)F)C1CCOCC1)F